C1[C@H]([C@H]2[C@@](O1)(C[C@]34[C@H]5C6=C(C(=C(C=C6C(=O)O[C@@H]7[C@@H]8[C@@H]([C@@H](COC(=O)C9=CC(=C(C(=C9C1=C(C(=C(C=C1C(=O)O8)O)O)O)O)O)O)O[C@H]7OC(=O)C1=CC(=C(C(=C1)O)O)O)OC3=O)O)O)O[C@]5(C(C([C@H]4O2)(O)O)(O)O)O)O)O The molecule is a ellagitannin isolated from the stem bark of Macaranga barteri and has been shown to exhibit anti-inflammatory activity. It has a role as a metabolite and an anti-inflammatory agent. It is an ellagitannin and a gallate ester.